CN(S(=O)(=O)NC1=CC=C(C(=O)O)C=C1)C 4-(Dimethylsulfamoylamino)benzoic acid